tert-butyl (2S,7R)-2-{[1-cyano-2-(7-fluoro-2-{1'-methyl-2,3-dihydrospiro[indene-1,4'-piperidin]-6-yl}-1-benzothiophen-6-yl)ethyl]carbamoyl}-7-methoxy-1,4-oxazocane-4-carboxylate C(#N)C(CC1=C(C2=C(C=C(S2)C2=CC=C3CCC4(CCN(CC4)C)C3=C2)C=C1)F)NC(=O)[C@H]1OC[C@@H](CCN(C1)C(=O)OC(C)(C)C)OC